8-Hydroxy-icosanoic acid OC(CCCCCCC(=O)O)CCCCCCCCCCCC